4-bromo-5-chloro-7-(2-fluoro-6-methyl-phenyl)isoquinolin-3-amine BrC1=C(N=CC2=CC(=CC(=C12)Cl)C1=C(C=CC=C1C)F)N